5-amino-3-(4-phenoxyphenyl)-1H-pyrazole-4-carbonitrile NC1=C(C(=NN1)C1=CC=C(C=C1)OC1=CC=CC=C1)C#N